C(CC)OCCO Ethylene Glycol MonoPropyl Ether